5-[4-(1-methyl-1H-pyrazol-4-yl)-3-(trifluoromethyl)phenyl]-3,6-dihydro-2H-1,3,4-oxadiazin-2-one CN1N=CC(=C1)C1=C(C=C(C=C1)C1=NNC(OC1)=O)C(F)(F)F